5-(8-ethynyl-6-phenyl-4H-benzo[f]imidazo[1,5-a][1,4]diazepin-3-yl)oxazole C(#C)C=1C=CC2=C(C(=NCC=3N2C=NC3C3=CN=CO3)C3=CC=CC=C3)C1